COP(=O)(OC)C(C(C)=O)[N+]#N dimethoxyphosphoryl-2-oxo-propane-1-diazonium